FC=1C=C(NC2=CC=C(C=C2)F)C=CC1 3-fluoro-N-(4-fluorophenyl)aniline